(octahydrocyclopenta[c]pyrrol-4-yl) carbamate C(N)(OC1CCC2CNCC21)=O